N-{(2S,3R)-4,4-difluoro-1-((2S)-oxetane-2-carbonyl)-2-[(2,2',5'-trifluoro[1,1'-biphenyl]-3-yl)methyl]pyrrolidin-3-yl}methanesulfonamide FC1([C@@H]([C@@H](N(C1)C(=O)[C@H]1OCC1)CC=1C(=C(C=CC1)C1=C(C=CC(=C1)F)F)F)NS(=O)(=O)C)F